methyl 2'-fluoro-4-(2-((tetrahydro-2H-pyran-2-yl)oxy)ethoxy)-5'-(2,2,2-trifluoro-1-hydroxyethyl)-[1,1'-biphenyl]-3-carboxylate FC1=C(C=C(C=C1)C(C(F)(F)F)O)C1=CC(=C(C=C1)OCCOC1OCCCC1)C(=O)OC